(E)-(4-([1,1'-biphenyl]-4-yl-diazenyl)-2-chlorophenyl)(5H-benzo[e]pyrrolo[1,2-a][1,4]diazepin-10(11H)-yl)methanone C1(=CC=C(C=C1)/N=N/C1=CC(=C(C=C1)C(=O)N1CC=2N(CC3=C1C=CC=C3)C=CC2)Cl)C2=CC=CC=C2